C(C)(C)(C)OC(=O)N1CC(C1)N1N=CC(=C1)NC(=O)C1=NOC(=C1)C=1OC=CC1 3-(4-(5-(furan-2-yl)isoxazole-3-carboxamido)-1H-pyrazol-1-yl)azetidine-1-carboxylic acid tert-butyl ester